ClC=1C=C(C#N)C=C(C1N1N=CC=2C=NC(=CC21)NC2=NC=NC(=C2)N2CCC(CC2)O)F 3-chloro-5-fluoro-4-(6-((6-(4-hydroxypiperidin-1-yl)pyrimidin-4-yl)amino)-1H-pyrazolo[4,3-c]pyridin-1-yl)benzonitrile